(R)-2-(2,6-dioxopiperidin-3-yl)-6,7,8,9-tetrahydro-1H-pyrrolo[3,4-h]isoquinoline-1,3(2H)-dione O=C1NC(CC[C@H]1N1C(C=2C=CC=3CCNCC3C2C1=O)=O)=O